N-(2-chlorophenyl)-N-methyl-2-(methyl((6-methyl-4-oxo-3,4-dihydroquinazolin-2-yl)methyl)amino)acetamide ClC1=C(C=CC=C1)N(C(CN(CC1=NC2=CC=C(C=C2C(N1)=O)C)C)=O)C